7-[(S)-3-(3-chloro-2-tolyl)-3-pyrrolidinylamino]-3-quinolinecarbonitrile ClC=1C(=C(C=CC1)C)[C@@]1(CNCC1)NC1=CC=C2C=C(C=NC2=C1)C#N